(Z)-2-(4-methylphenyl)-2-(5,5-bis(4-methoxyphenyl)-2,4-pentadienyl)-1,3-dithiane CC1=CC=C(C=C1)C1(SCCCS1)C\C=C/C=C(C1=CC=C(C=C1)OC)C1=CC=C(C=C1)OC